1,3-bis(4-maleimidophenoxy)benzene C1(C=CC(N1C1=CC=C(OC2=CC(=CC=C2)OC2=CC=C(C=C2)N2C(C=CC2=O)=O)C=C1)=O)=O